N-(4'-(((3R,4S,SR)-3,4-dihydroxy-5-methoxy-6,6-dimethyltetrahydro-2H-pyran-2-yl)oxy)-3''-(trifluoromethyl)-1,2,3,6-tetrahydro-[1,1':2',1''-terphenyl]-2-yl)acetamide O[C@H]1[C@H](OC(C([C@H]1O)OC)(C)C)OC=1C=C(C(=CC1)C1C(CC=CC1)NC(C)=O)C1=CC(=CC=C1)C(F)(F)F |&1:2|